(R)-N-(6-(dimethylamino)-2-(2-fluoro-3-hydroxy-3-methylbutyl)-1-oxoisoindolin-5-yl)pyrazolo[1,5-a]pyrimidine-3-carboxamide CN(C1=C(C=C2CN(C(C2=C1)=O)C[C@H](C(C)(C)O)F)NC(=O)C=1C=NN2C1N=CC=C2)C